C(#N)C1=C(C(NC=2C=CC(=NC12)CC(=O)O)=O)O 2-(8-cyano-7-hydroxy-6-oxo-5H-1,5-naphthyridin-2-yl)acetic acid